(e)-2,4,7-trimethyl-4-phenylocta-2,6-dienal C/C(/C=O)=C\C(CC=C(C)C)(C1=CC=CC=C1)C